4-(2-([1-(1H-indol-3-yl)hexan-2-yl]carbamoyl)-1-benzothien-6-yl)piperazine-1-carboxylic acid tert-butyl ester C(C)(C)(C)OC(=O)N1CCN(CC1)C1=CC2=C(C=C(S2)C(NC(CC2=CNC3=CC=CC=C23)CCCC)=O)C=C1